NCCOC=CNCC(=O)O 2-Aminoethoxyvinylglycine